C(C)C1(CC1)C1=NNC(=C1)C=1C(=C(C(=CC1)O)N1CC(NS1(=O)=O)=O)F 5-(3-(3-(1-ethylcyclopropyl)-1H-pyrazol-5-yl)-2-fluoro-6-hydroxyphenyl)-1,2,5-thiadiazolidin-3-one 1,1-dioxide